FC(C(C(C(C(C(C(C(F)(F)F)(F)F)(F)F)(F)F)(F)F)(F)F)(F)F)([Na])F perfluorooctylsodium